ClC1=C2CN(C(C2=CC=C1)=O)C(=O)[O-] 4-chloro-1-oxoisoindoline-2-carboxylate